1'-(7-bromo-6-methylpyrazolo[1,5-a]pyrazin-4-yl)spiro[5H-cyclopenta[b]pyridin-6,4'-piperidin]-7-one BrC1=C(N=C(C=2N1N=CC2)N2CCC1(CC2)CC=2C(=NC=CC2)C1=O)C